NC1=C(C=2C(=NC=C(C2S1)F)C=1C2=C(C=3C=NC(=NC3C1F)N1C[C@@H]([C@H](C1)C)N(C)C)COC2)C#N 2-Amino-4-(3-((3R,4S)-3-(dimethylamino)-4-methylpyrrolidin-1-yl)-5-fluoro-7,9-dihydrofuro[3,4-f]quinazolin-6-yl)-7-fluorothieno[3,2-c]pyridine-3-carbonitrile